4,4',4''-(butane-1,1,3-triyl)tris(2-(tert-butyl)-5-methylphenol) C(CC(C)C1=CC(=C(C=C1C)O)C(C)(C)C)(C1=CC(=C(C=C1C)O)C(C)(C)C)C1=CC(=C(C=C1C)O)C(C)(C)C